CCCCC/C=C\\C/C=C\\CCCCCCCCCCCC(=O)OC(CC(=O)[O-])C[N+](C)(C)C The molecule is an O-acylcarnitine having (13Z,16Z)-docosadienoyl as the acyl substituent. It has a role as a metabolite. It is an O-acylcarnitine, an ammonium betaine and a carboxylic ester. It derives from a carnitine.